C(C)(C)(C)C1=NN(C(=C1)NC(=O)NC1=CC=C(C2=CC=CC=C12)OC1=CC=NC=2NC(C=NC21)=O)C=2C=C1C=CC=NC1=CC2 1-(3-(tert-butyl)-1-(quinolin-6-yl)-1H-pyrazol-5-yl)-3-(4-((3-oxo-3,4-dihydropyrido[2,3-b]pyrazin-8-yl)oxy)naphthalen-1-yl)urea